[O-]CCCC.[O-]CCCC.[O-]CCCC.[O-]CCCC.[Ti+4] Titanium Tetra(n-Butoxide)